1-bromo-3-chlorodibenzo[b,d,respectively]Furan BrC1=CC(=CC=2OC3=C(C21)C=CC=C3)Cl